ClC=1C(=CN2C1C(NCC2)=O)B2OC(C(O2)(C)C)(C)C 8-chloro-7-(4,4,5,5-tetramethyl-1,3,2-dioxaborolan-2-yl)-3,4-dihydropyrrolo[1,2-a]pyrazin-1(2H)-one